5-bromo-1H-tetrazole BrC1=NN=NN1